N-tetradecyl-2-(4-hydroxyphenyl)-3,5,7-trihydroxyquinolin-4-one C(CCCCCCCCCCCCC)N1C(=C(C(C2=C(C=C(C=C12)O)O)=O)O)C1=CC=C(C=C1)O